4,4'-bis(dimethylamino)triphenylmethane CN(C)C1=CC=C(C=C1)C(C2=CC=CC=C2)C3=CC=C(C=C3)N(C)C